COC=1C(=NC(=NC1)C=C)C1=CC(=NC=C1C(=O)OC)C methyl 4-(5-methoxy-2-vinylpyrimidin-4-yl)-6-methylnicotinate